1-(piperidin-4-yl)ethan-1-ol N1CCC(CC1)C(C)O